Bis(2-(4-fluorophenyl)-1H-indole-3-yl)methane FC1=CC=C(C=C1)C=1NC2=CC=CC=C2C1CC1=C(NC2=CC=CC=C12)C1=CC=C(C=C1)F